3-(2-isopropylphenyl)azetidine-3-carboxamide C(C)(C)C1=C(C=CC=C1)C1(CNC1)C(=O)N